N1N=CC(=C1)C1=CC=C(C=C1)N1N=CC2=CC(=C(C(=C12)F)O)F 1-(4-(1H-Pyrazol-4-yl)phenyl)-5,7-difluoro-1H-indazol-6-ol